4-chloro-7-fluoro-2-methyl-5-[5-(piperazin-1-yl)thieno[2,3-d][1,3]thiazol-2-yl]indazole ClC=1C2=CN(N=C2C(=CC1C=1SC2=C(N1)SC(=C2)N2CCNCC2)F)C